tert-butyl 3-[[3-[[4-[[(7R)-8-cyclopentyl-7-ethyl-5-methyl-6-oxo-7H-pteridin-2-yl]amino]-3-methoxy-benzoyl]amino]cyclobutyl]methyl]azetidine-1-carboxylate C1(CCCC1)N1[C@@H](C(N(C=2C=NC(=NC12)NC1=C(C=C(C(=O)NC2CC(C2)CC2CN(C2)C(=O)OC(C)(C)C)C=C1)OC)C)=O)CC